ClC=1C=C(C=C2C=C(NC12)C(=O)N[C@H](C(=O)N[C@H](C(=O)OC)C[C@H]1C(NC(C1)(C)C)=O)CC(C)(C)C)OC (S)-methyl 2-((S)-2-(7-chloro-5-methoxy-1H-indole-2-carboxamido)-4,4-dimethylpentanamido)-3-((R)-5,5-dimethyl-2-oxopyrrolidin-3-yl)propanoate